3-[[2-(4-methyl-sulfanylphenyl)imidazo[1,2-a]pyrazin-3-yl]amino]benzoic acid CC1=CC(=C(C=C1)C=1N=C2N(C=CN=C2)C1NC=1C=C(C(=O)O)C=CC1)S